C(#C)C1=CC(=C2C(N(C3(C2=C1)CCCCC3)CC3=CC=C(C=C3)OC)=O)C 6'-ethynyl-2'-(4-methoxybenzyl)-4'-methylspiro[cyclohexane-1,1'-isoindolin]-3'-one